5-chloro-4-(1-isobutyl-4-piperidinyl)-2-(4-pyridinyl)-1H-pyrimidin-6-one ClC1=C(N=C(NC1=O)C1=CC=NC=C1)C1CCN(CC1)CC(C)C